2-(benzylamino)-4-[1-(trifluoromethyl)cyclopropyl]butan-1-ol C(C1=CC=CC=C1)NC(CO)CCC1(CC1)C(F)(F)F